α-hydroxypalmitic acid OC(C(=O)O)CCCCCCCCCCCCCC